FC1(CCC(CC1)[C@@H](C=1N=C2N(N=C(C(=C2)N(CC(F)(F)F)C)CC2C(NC[C@@H](C2)C(F)(F)F)=O)C1)NC(OCC1=CC=CC=C1)=O)F benzyl ((1S)-(4,4-difluorocyclohexyl)(7-(methyl(2,2,2-trifluoroethyl)amino)-6-(((5R)-2-oxo-5-(trifluoromethyl)piperidin-3-yl)methyl)imidazo[1,2-b]pyridazin-2-yl)methyl)carbamate